C1=CC=CC=2C3=CC=CC=C3C(C12)COC(=O)N[C@H](C(=O)OC)CNC(C1=C(C=C(C=C1)NC=1C=2N(C=CN1)C(=CN2)C2=C(C(=C(C=C2)OC)F)F)CC)=O Methyl (S)-2-((((9H-fluoren-9-yl)methoxy)carbonyl)amino)-3-(4-((3-(2,3-difluoro-4-methoxyphenyl)imidazo[1,2-a]pyrazin-8-yl)amino)-2-ethylbenzamido)propanoate